ClC=1N=C2C3=C(N=C(C(=C3C1F)C)C)N1C(C(O2)CC#N)C2CCC(C1)N2C(=O)OC(C)(C)C tert-butyl 2-chloro-5-(cyanomethyl)-1-fluoro-13,14-dimethyl-5a,6,7,8,9,10-hexahydro-5H-6,9-epiminoazepino[2',1':3,4][1,4]oxazepino[5,6,7-ij][2,7]naphthyridine-15-carboxylate